(1S)-1-(3,5-dichloro-4-pyridinyl)ethanol ClC=1C=NC=C(C1[C@H](C)O)Cl